N-(7-chloro-6-(4-((3S,4S)-4-hydroxy-3-methyltetrahydrofuran-3-yl)piperazin-1-yl)isoquinolin-3-yl)bicyclo[1.1.1]pentane-1-carboxamide ClC1=C(C=C2C=C(N=CC2=C1)NC(=O)C12CC(C1)C2)N2CCN(CC2)[C@]2(COC[C@H]2O)C